C(CCCCCCCCCCCCCCCCCCCCCCCCCCCCC)(=O)[O-].[Al+3].C(CCCCCCCCCCCCCCCCCCCCCCCCCCCCC)(=O)[O-].C(CCCCCCCCCCCCCCCCCCCCCCCCCCCCC)(=O)[O-] aluminum triacontanoate